xanthosineamide [C@]1([C@H](O)[C@H](O)[C@@H](CO)O1)(N1C=NC=2C(=O)NC(=O)NC12)C(=O)N